7-(Chloromethyl)-8-fluoro-3-methyl-4,5-dihydro-cyclopenta[de]quinolin-2(1H)-one ClCC=1C=C2C=3C(=C(C(NC3C1F)=O)C)CC2